zinc ethylenediamine tetraacetate sodium salt [Na].C(C)(=O)ON(CCN(OC(C)=O)OC(C)=O)OC(C)=O.[Zn]